ClC1=NC(=C2N(C(N(C2=N1)CC1=CC=C(C=C1)C=1N(C=C(N1)C(F)(F)F)C)=N)C)C1CC1 2-chloro-6-cyclopropyl-7-methyl-9-(4-(1-methyl-4-(trifluoromethyl)-1H-imidazol-2-yl)benzyl)-7,9-dihydro-8H-purin-8-imine